(1R,2S,3R,5R)-3-(4-Amino-5-(1-methyl-1,2,3,6-tetrahydropyridin-4-yl)-7H-pyrrolo[2,3-d]pyrimidin-7-yl)-5-(((3-(phenethylamino)propyl)amino)methyl)cyclopentane-1,2-diol NC=1C2=C(N=CN1)N(C=C2C=2CCN(CC2)C)[C@H]2[C@@H]([C@@H]([C@H](C2)CNCCCNCCC2=CC=CC=C2)O)O